(R)-4-(2-(5-cyclopropyl-4-fluoro-3,3-dimethyl-2-oxoindolin-1-yl)acetamido)-3-fluorobutanoic acid C1(CC1)C=1C(=C2C(C(N(C2=CC1)CC(=O)NC[C@@H](CC(=O)O)F)=O)(C)C)F